FC1=C(C(=O)N[C@H](C(=O)O)CC2=CC(=C(C=C2)N2C(N(C3=C(C2=O)C=CN=C3)C)=O)OC)C(=CC(=C1)N1[C@H](COCC1)C(F)(F)F)C (S)-2-(2-fluoro-6-methyl-4-((R)-3-(trifluoromethyl)morpholino)benzamido)-3-(3-methoxy-4-(1-methyl-2,4-dioxo-1,4-dihydropyrido[3,4-d]pyrimidin-3(2H)-yl)phenyl)propanoic acid